N1N=CC2=C(C=CC=C12)CN1N=CC2=C(C1=O)N(C1=C2SC(=N1)C(=O)NO)C 6-((1H-indazol-4-yl)methyl)-N-hydroxy-4-methyl-5-oxo-5,6-dihydro-4H-thiazolo[5',4':4,5]pyrrolo[2,3-d]pyridazine-2-carboxamide